6-methoxy-2-(5-methylthiophen-2-yl)benzofuran COC1=CC2=C(C=C(O2)C=2SC(=CC2)C)C=C1